(2-bromophenyl)(p-tolyl)methanone BrC1=C(C=CC=C1)C(=O)C1=CC=C(C=C1)C